2-[(2R)-3-(3,4-dihydro-1H-isoquinolin-2-yl)-2-hydroxy-propyl]-6-[4-(hydroxymethyl)-1-piperidinyl]-3,4-dihydroisoquinolin-1-one C1N(CCC2=CC=CC=C12)C[C@H](CN1C(C2=CC=C(C=C2CC1)N1CCC(CC1)CO)=O)O